4-{3-(cyanomethyl)-3-[4-(7H-pyrrolo[2,3-d]pyrimidin-4-yl)-1H-pyrazol-1-yl]azetidin-1-yl}-N-(4-fluoro-2-methylphenyl)piperidine-1-carboxamide C(#N)CC1(CN(C1)C1CCN(CC1)C(=O)NC1=C(C=C(C=C1)F)C)N1N=CC(=C1)C=1C2=C(N=CN1)NC=C2